(5-chloro-1-((2-(trimethylsilyl)ethoxy)methyl)-1H-pyrazolo[3,4-c]pyridin-3-yl)-N-methylbenzamide ClC=1C=C2C(=CN1)N(N=C2C2=C(C(=O)NC)C=CC=C2)COCC[Si](C)(C)C